C(C)(C)(C)OC(=O)N1CCC(CC1)(O)CN1C=NC2=CC(=CC=C2C1=O)NC(CCl)=O 4-((7-(2-Chloroacetamido)-4-oxoquinazolin-3(4H)-yl)methyl)-4-hydroxypiperidine-1-carboxylic acid tert-butyl ester